3-(cyclopropylmethoxy)-1H-pyrrole-2-carboxylic acid benzyl ester C(C1=CC=CC=C1)OC(=O)C=1NC=CC1OCC1CC1